N,N-dimethyl-7H-pyrrolo[2,3-d]Pyrimidine-6-carboxamide CN(C(=O)C1=CC2=C(N=CN=C2)N1)C